2,12-Dimethyltriacontane CC(C)CCCCCCCCCC(CCCCCCCCCCCCCCCCCC)C